FC(S(=O)(=O)OC=1C(=CC2=C(CCCCC2=O)C1F)F)(F)F 1,3-Difluoro-5-oxo-6,7,8,9-tetrahydro-5H-benzo[7]annulen-2-yl trifluoromethanesulfonate